C(C)(C)(C)OC(=O)N1CCC(CCC1)NCC=1C(=NN(C1)C)N 4-[(3-Amino-1-methyl-1H-pyrazol-4-ylmethyl)-amino]-azepane-1-carboxylic acid tert-butyl ester